C(CCCCCCCC(=O)OCC1(COC(OC1)(C)C)COC(CCCCCCCC(=O)OCC\C=C/CCCC)=O)(=O)OCC\C=C/CCCC O9-[[2,2-dimethyl-5-[[9-[(Z)-oct-3-enoxy]-9-oxo-nonanoyl]oxymethyl]-1,3-dioxan-5-yl] methyl] O1-[(Z)-oct-3-enyl] nonanedioate